MethylThioSulfonate CS(=S)(=O)[O-]